C1C=CN2[C@H]1CC2=O The molecule is an organic heterobicyclic compound that consists of (5R)-1-azabicyclo[3.2.0]hept-2-ene bearing a 7-keto substituent. The parent of the class of carbapenems.